1-(5-isoquinolinesulfonyl)homopiperazine C1=NC=CC=2C(=CC=CC12)S(=O)(=O)N1CCNCCC1